N-({4-[(3-morpholin-4-ylpropyl)amino]-3-nitrophenyl}sulfonyl)-2-(1H-pyrrolo[2,3-b]pyridin-5-yloxy)benzamide N1(CCOCC1)CCCNC1=C(C=C(C=C1)S(=O)(=O)NC(C1=C(C=CC=C1)OC=1C=C2C(=NC1)NC=C2)=O)[N+](=O)[O-]